N-(adamantan-1-yl)-2-((6-(3,3-difluoroazetidin-1-yl)-5-fluoro-2-oxo-1,2-dihydropyrimidin-4-yl)oxy)acetamide C12(CC3CC(CC(C1)C3)C2)NC(COC2=NC(NC(=C2F)N2CC(C2)(F)F)=O)=O